tert-butyl 4-(6-cyclopropyl-5-nitro-1-oxoisoindolin-2-yl)piperidine-1-carboxylate C1(CC1)C1=C(C=C2CN(C(C2=C1)=O)C1CCN(CC1)C(=O)OC(C)(C)C)[N+](=O)[O-]